(2S,3S)-2-(tert-butoxycarbonylamino)-3-hydroxy-butanoic acid C(C)(C)(C)OC(=O)N[C@H](C(=O)O)[C@H](C)O